cyclopentylidene(cyclopentadienyl)(2,7-diphenyl-3,6-di-tert-butylfluorenyl)zirconium dichloride [Cl-].[Cl-].C1(CCCC1)=[Zr+2](C1=C(C(=CC=2C3=CC(=C(C=C3CC12)C1=CC=CC=C1)C(C)(C)C)C(C)(C)C)C1=CC=CC=C1)C1C=CC=C1